3-(1,1-difluoroethyl)-N-{2-fluoro-4-methyl-5-[2-(1-methylpyrazol-4-yl)-6-(morpholin-4-yl)pyridin-4-yl]phenyl}pyrrolidine-1-carboxamide FC(C)(F)C1CN(CC1)C(=O)NC1=C(C=C(C(=C1)C1=CC(=NC(=C1)N1CCOCC1)C=1C=NN(C1)C)C)F